ClC1=NC=C(C(=C1)C1=C(C=NC(=C1)C)C(=O)NC=1SC2=C(N1)CN(C2)C(=O)C2CC(C2)(C(F)(F)F)OC)OC (Racemic)-2'-chloro-5'-methoxy-N-(5-(3-methoxy-3-(trifluoromethyl)cyclobutane-1-carbonyl)-5,6-dihydro-4H-pyrrolo[3,4-d]thiazol-2-yl)-6-methyl-[4,4'-bipyridine]-3-carboxamide